(6S)-4-(8-(5-chloro-1H-benzo[f]indazol-4-yl)-2-(((2R,7aS)-2-fluorotetrahydro-1H-pyrrolizin-7a(5H)-yl)methoxy)pyrido[4',3':4,5]thieno[2,3-d]pyrimidin-4-yl)-6-methyl-1,4-oxazepan-6-ol ClC1=CC=CC2=C1C(=C1C=NNC1=C2)C2=NC=CC1=C2SC=2N=C(N=C(C21)N2CCOC[C@](C2)(O)C)OC[C@]21CCCN1C[C@@H](C2)F